ClC=1C(=C(C(=C(C1)C(C(=O)NCC1=NC=CN=C1Cl)C)OCC)C=1C=NC(=CC1)C(F)(F)F)F 2-(5-chloro-2-ethoxy-4-fluoro-3-(6-(trifluoromethyl)pyridin-3-yl)phenyl)-N-((3-chloropyrazin-2-yl)methyl)propanamide